4-((7-(2,3-dichloro-6-methoxyphenyl)imidazo[1,2-a]pyridin-2-yl)methyl)-3-oxopiperazine-1-carboxylic acid tert-butyl ester C(C)(C)(C)OC(=O)N1CC(N(CC1)CC=1N=C2N(C=CC(=C2)C2=C(C(=CC=C2OC)Cl)Cl)C1)=O